OC1=C(C=C(C=C1)CC1(COC2=CC(=CC=C2C1O)O)O)[O-] 2-hydroxy-5-[(3,4,7-trihydroxy-2,4-dihydro-3H-chromen-3-yl)methyl]phenolate